C(#N)C1=CC=C(C=C1)C1=C(C=C(C=2C=NSC21)F)SC(C(=O)O)(C)C 2-[[7-(4-cyanophenyl)-4-fluorobenzo[d]isothiazol-6-yl]thio]-2-methylpropanoic acid